C1=CC=CC=2C3=CC=CC=C3C(C12)CN(C(O)=O)C(C(NCCOCCOCCOCCNC(OC(C)(C)C)=O)=O)(CC)CC.FC=1C=C(C=C(C1)C)N1N=CC(=C1)C(C(=O)N)C 2-(1-(3-fluoro-5-methyl-phenyl)-1H-pyrazol-4-yl)propanamide (9H-Fluoren-9-yl)methyl-(19-ethyl-2,2-dimethyl-4,18-dioxo-3,8,11,14-tetraoxa-5,17-diazahenicosan-19-yl)carbamate